NC1=NC(=CC(=N1)N1CCC2(C[C@H](NC2)C(=O)O)CC1)O[C@@H](C(F)(F)F)C1=C(C=C(C=C1)Cl)C1=CC(=CC=C1)OCC(C)C (S)-8-(2-amino-6-((R)-1-(5-chloro-3'-isobutoxy-[1,1'-biphenyl]-2-yl)-2,2,2-trifluoroethoxy)pyrimidin-4-yl)-2,8-diazaspiro[4.5]decane-3-carboxylic acid